C1=CC=CC=2C3=CC=CC=C3N(C12)C1=CC=C(OCCO)C=C1 2-(4-(9H-carbazol-9-yl)phenoxy)ethan-1-ol